ClC1=NC=C(C(=N1)NCC1=CC=C(C=C1)C=1N(C=C(N1)C(F)(F)F)C)O 2-Chloro-4-(4-(1-methyl-4-(trifluoromethyl)-1H-imidazol-2-yl)benzylamino)-5-hydroxypyrimidine